C(C1=CC=CC=C1)C1=NC(=NN1)C(=O)N[C@@H]1C(N(C2=C(OC1)C=CC(=C2)C#C[C@@]2([C@@H]1[C@H](OC2)[C@H](CO1)O)O)C)=O 5-benzyl-N-((S)-7-(((3r,3as,6S,6ar)-3,6-dihydroxyhexahydrofuro[3,2-b]furan-3-yl)ethynyl)-5-methyl-4-oxo-2,3,4,5-tetrahydrobenzo[b][1,4]oxaazepin-3-yl)-1H-1,2,4-triazole-3-carboxamide